Tert-Butyl 3-[1-[4-fluoro-2-(trifluoromethyl)phenyl]ethenyl]-1-(oxan-2-yl)-1H,4H,5H,6H,7H-pyrazolo[3,4-c]pyridine-6-carboxylate FC1=CC(=C(C=C1)C(=C)C1=NN(C=2CN(CCC21)C(=O)OC(C)(C)C)C2OCCCC2)C(F)(F)F